selenocoumarin O1C(=[Se])C=CC2=CC=CC=C12